(S)-5-amino-1-(((R)-1-ethoxy-3-(1-methyl-1H-indol-3-yl)-1-oxopropan-2-yl)amino)-1,5-dioxopentan-2-aminium methanesulfonate CS(=O)(=O)[O-].NC(CC[C@@H](C(=O)N[C@@H](C(=O)OCC)CC1=CN(C2=CC=CC=C12)C)[NH3+])=O